ClC1=C(C=CC=C1NC1=CC=C(C=C1)F)[C@@]1(CC(N(C(N1)=N)C1CC2(COC2)C1)=O)C (6S)-6-[2-Chloro-3-(4-fluoro-anilino)phenyl]-2-imino-6-methyl-3-(2-oxaspiro[3.3]-heptan-6-yl)hexahydro-pyrimidin-4-one